C(C)(=O)N1C(NC(C1CC1=CC(=CC=C1)C)=O)=S 1-acetyl-5-(3-methylbenzyl)-2-thioxoimidazolidin-4-one